FC1=C(C=C(C=C1)F)[C@@](CN1N=CN=C1)([C@@H](C)SSCC=1C(=NC=CC1)F)O (2R,3R)-2-(2,5-difluorophenyl)-3-(((2-fluoropyridin-3-yl)methyl)disulfanyl)-1-(1H-1,2,4-triazol-1-yl)butan-2-ol